4-chloro-7-[(3aR,4R,6R,6aR)-2,2-dimethyl-6-[(1R,4S)-6-chloro-4-fluoro-isochroman-1-yl]-3a,4,6,6a-tetrahydrofuro[3,4-d][1,3]dioxol-4-yl]pyrrolo[2,3-d]pyrimidine ClC=1C2=C(N=CN1)N(C=C2)[C@@H]2O[C@@H]([C@H]1OC(O[C@H]12)(C)C)[C@@H]1OC[C@H](C2=CC(=CC=C12)Cl)F